ClC1=CC(=C(C=C1)C1=NN2C(CN(CC2)C(\C=C\CN(C)C)=O)=C1C1=CC=NC=C1)CO (2E)-1-{2-[4-chloro-2-(hydroxymethyl)phenyl]-3-(pyridin-4-yl)-6,7-dihydropyrazolo[1,5-a]pyrazin-5(4H)-yl}-4-(dimethylamino)but-2-en-1-one